Tert-butyl 4-[(7-chloro-1,6-naphthyridin-2-yl) ([[1-(oxan-2-yl)pyrazol-4-yl]methyl])amino]piperidine-1-carboxylate ClC1=NC=C2C=CC(=NC2=C1)N(C1CCN(CC1)C(=O)OC(C)(C)C)CC=1C=NN(C1)C1OCCCC1